N-((5-iodo-2-methoxypyridin-3-yl)methyl)-2-phenyl-1-(pyrimidin-2-ylmethyl)piperidin-3-amine IC=1C=C(C(=NC1)OC)CNC1C(N(CCC1)CC1=NC=CC=N1)C1=CC=CC=C1